1-(5-(2-fluorophenyl)-1-(isoindolin-5-ylsulfonyl)-1H-pyrrol-3-yl)-N-methylmethylamine FC1=C(C=CC=C1)C1=CC(=CN1S(=O)(=O)C=1C=C2CNCC2=CC1)CNC